tert-butyl 4-(morpholinomethyl)-2-azabicyclo[2.1.1]hexane-2-carboxylate O1CCN(CC1)CC12CN(C(C1)C2)C(=O)OC(C)(C)C